1,3-bis(isobutyrylamino)-5-(3,3-dimethyl-butyryl)aminobenzene C(C(C)C)(=O)NC1=CC(=CC(=C1)NC(CC(C)(C)C)=O)NC(C(C)C)=O